2-(3-{[(2S)-5,5-dimethyl-1,4-dioxan-2-yl]methoxy}pyridin-4-yl)-3-(3-fluoro-2-methylanilino)-1,5,6,7-tetrahydro-4H-pyrrolo[3,2-c]pyridin-4-one CC1(OC[C@@H](OC1)COC=1C=NC=CC1C1=C(C=2C(NCCC2N1)=O)NC1=C(C(=CC=C1)F)C)C